C(CCCCC(=O)OCC=1C(O)=C(C=C(C1)Br)Br)(=O)OCC=1C(O)=C(C=C(C1)Br)Br bis(3,5-dibromosalicyl) adipate